tert-butyl N-[4-[2-[4-[3-(2,6-dioxo-3-piperidyl)-1-methyl-indazol-6-yl]piperazin-1-yl]ethyl]cyclohexyl]carbamate O=C1NC(CCC1C1=NN(C2=CC(=CC=C12)N1CCN(CC1)CCC1CCC(CC1)NC(OC(C)(C)C)=O)C)=O